5-[(4E)-5-fluoro-4-(methoxyimino)-1-{(1S)-1-[(3S,4S)-3-methylpiperidin-4-yl]ethyl}-1,2,3,4-tetrahydroquinolin-7-yl]-1,3,4-oxadiazol-2(3H)-one hydrochloride Cl.FC1=C2/C(/CCN(C2=CC(=C1)C1=NNC(O1)=O)[C@@H](C)[C@@H]1[C@@H](CNCC1)C)=N/OC